C(#N)C=1C(=C(C=CC1)[C@@H](C#C[Si](C)(C)C)CC(C)(S(=O)N)C)F ((s)-1-(3-cyano-2-fluorophenyl)-3-(trimethylsilyl)prop-2-yn-1-yl)-2-methylpropane-2-sulfinamide